NC/C(/CN1N=CN(C1=O)C1=NC(=CC=C1)C1=CC2=C(OCO2)C=C1)=C\F 2-[(2E)-2-(aminomethyl)-3-fluoroprop-2-en-1-yl]-4-[6-(1,3-benzodioxol-5-yl)pyridin-2-yl]-2,4-dihydro-3H-1,2,4-triazol-3-one